trans-4-(((tert-butyldimethylsilyl)oxy)methyl)cyclohexyl 4-((5-fluoro-4-(3-(2-oxopyridin-1(2H)-yl)phenyl)pyrimidin-2-yl)amino)piperidine-1-carboxylate FC=1C(=NC(=NC1)NC1CCN(CC1)C(=O)O[C@@H]1CC[C@H](CC1)CO[Si](C)(C)C(C)(C)C)C1=CC(=CC=C1)N1C(C=CC=C1)=O